NC=1C=C(OC2=NC(=NC=C2C(=O)NC(C)C=CS(=O)(=O)C)C2CCCC2)C=CC1 4-(3-aminophenoxy)-2-cyclopentyl-N-(4-(methylsulfonyl)but-3-en-2-yl)pyrimidine-5-carboxamide